C(C)OC(\C=C\C(NC=1SC=C(N1)C1CC1)=O)=O (E)-3-(4-Cyclopropyl-thiazol-2-ylcarbamoyl)-acrylic acid ethyl ester